4-[5-Methoxy-6-[[6-(trifluoromethyl)pyridine-2-carbonyl]amino]-1,3-benzothiazol-2-yl]cyclohexanecarboxylic acid COC=1C(=CC2=C(N=C(S2)C2CCC(CC2)C(=O)O)C1)NC(=O)C1=NC(=CC=C1)C(F)(F)F